C(#C)C=1C=C2C(=NC1)NC=C2NC(NC2=CC=C(C=C2)C(F)(F)F)=O 3-[5-ethynyl-1H-pyrrolo[2,3-b]pyridin-3-yl]-1-[4-(trifluoromethyl)phenyl]urea